Ethylhexanoic acid bismuth salt [Bi+3].C(C)C(C(=O)[O-])CCCC.C(C)C(C(=O)[O-])CCCC.C(C)C(C(=O)[O-])CCCC